2-(2-Fluoro-6-methoxyphenyl)-6-(1-{6-[(1S,4S)-5-methyl-2,5-diazabicyclo[2.2.1]heptan-2-yl]pyridin-2-yl}-1H-pyrazol-4-yl)pyridin-3-amine FC1=C(C(=CC=C1)OC)C1=NC(=CC=C1N)C=1C=NN(C1)C1=NC(=CC=C1)N1[C@@H]2CN([C@H](C1)C2)C